[Y].[Ag].[Pd] palladium-silver-yttrium